(R)-3-(6-(2-Benzyl-4-(methylsulfonyl)piperazin-1-yl)-1-methyl-1H-pyrazolo[3,4-d]pyrimidin-3-yl)-6-chloro-2,5-difluorophenol C(C1=CC=CC=C1)[C@H]1N(CCN(C1)S(=O)(=O)C)C1=NC=C2C(=N1)N(N=C2C=2C(=C(C(=C(C2)F)Cl)O)F)C